CC1=CC=C(C=C1)CCC=O L-3-(4-methylphenyl)propionaldehyde